(3-Fluorobenzyl)-2,6-dihydropyrrolo[3,4-c]pyrazole-5(4H)-carboxylic acid tert-butyl ester C(C)(C)(C)OC(=O)N1CC2=NN(C=C2C1)CC1=CC(=CC=C1)F